((2-(((2S)-3,3-dimethyl-1-oxo-1-(3-((5-phenylthiazol-2-yl)carbamoyl)-3,4-dihydroisoquinolin-2(1H)-yl)butan-2-yl)carbamoyl)benzo[b]thiophen-5-yl)difluoromethyl)phosphonic acid CC([C@@H](C(N1CC2=CC=CC=C2CC1C(NC=1SC(=CN1)C1=CC=CC=C1)=O)=O)NC(=O)C1=CC2=C(S1)C=CC(=C2)C(F)(F)P(O)(O)=O)(C)C